(S)-4-((1-(4-(2-chloropyridin-4-yl)-2,5-difluorophenyl)ethyl)amino)-2-ethyl-2,3-dihydro-1H-pyrrolo[3,4-c]pyridin-1-one ClC1=NC=CC(=C1)C1=CC(=C(C=C1F)[C@H](C)NC1=NC=CC2=C1CN(C2=O)CC)F